O=C1C=C(CC1)C(=O)O 3-OXOCYCLOPENT-1-ENECARBOXYLIC ACID